(S)-methyl 2-((4-(6-((5-bromopyrimidin-2-yl)methoxy)pyridin-2-yl)piperazin-1-yl)methyl)-1-(oxetan-2-ylmethyl)-1H-benzo[d]imidazole-6-carboxylate BrC=1C=NC(=NC1)COC1=CC=CC(=N1)N1CCN(CC1)CC1=NC2=C(N1C[C@H]1OCC1)C=C(C=C2)C(=O)OC